CO[C@@H](CN(CCC(C(=O)O)NC1=NC=NC=C1)CCCCC1=NC=2NCCCC2C=C1)C 4-(((R)-2-methoxypropyl)(4-(5,6,7,8-tetrahydro-1,8-naphthyridin-2-yl)butyl)amino)-2-(pyrimidin-4-ylamino)butanoic acid